ClC1=CC=C(C=C1)N1C2=NC(=NC(=C2N=C1C=1C=NC(=CC1)C#N)N1CCC(CC1)(C(=O)N)OCC)NCC(C)(C)O 1-[9-(4-chlorophenyl)-8-(6-cyano-3-pyridinyl)-2-[(2-hydroxy-2-methyl-propyl)amino]purin-6-yl]-4-ethoxy-piperidine-4-carboxamide